COC(=O)C=1C=C2CCC(C2=CC1)O 1-hydroxy-2,3-dihydro-1H-indene-5-carboxylic acid methyl ester